2-(2,4-difluorophenylsulfonyl)-3-methyl-2H-benzo[g]indazole-4,5-dione FC1=C(C=CC(=C1)F)S(=O)(=O)N1N=C2C3=C(C(C(C2=C1C)=O)=O)C=CC=C3